C(C)N(C(OC1(CCCCC1)C(N(C[C@@H]1CC[C@H](CC1)C1=NC(=C(C=C1)OC)C)C1=NC=CC(=C1)C=1N=C(OC1)C1CC1)=O)=O)CCO trans-((4-(2-Cyclopropyloxazol-4-yl)pyridin-2-yl)((trans-4-(5-methoxy-6-methylpyridin-2-yl)cyclohexyl)methyl)carbamoyl)cyclohexyl ethyl(2-hydroxyethyl)carbamate